C1(CC1)S(=O)(=O)N=C1C(=NC(S1)N(C(CC1=CC=C(C=C1)C1=NC=CC=C1)=O)C)C (-)-N-(5-(cyclopropanesulfonylimino)-4-methylthiazol-2-yl)-N-methyl-2-(4-(pyridin-2-yl)phenyl)acetamide